C(#N)C1=C(C=CC(=C1)C(F)(F)F)N1CCC(CC1)(C=1C=CC(=NC1)C=1C(=NC=CC1)OCC)NC(=O)N1C[C@@H](CC1)NC (3R)-N-{1-[2-cyano-4-(trifluoromethyl)phenyl]-4-{2'-ethoxy-[2,3'-bipyridinyl]-5-yl}piperidin-4-yl}-3-(methylamino)pyrrolidine-1-carboxamide